N-[(6-Amino-2-pyridyl)sulfonyl]-6-(3-fluoro-5-isobutoxyphenyl)-2-pyrrolidin-1-ylpyridin-3-carboxamid NC1=CC=CC(=N1)S(=O)(=O)NC(=O)C=1C(=NC(=CC1)C1=CC(=CC(=C1)OCC(C)C)F)N1CCCC1